N-(1-((3-chloro-4-fluorophenyl)amino)-6-methoxyisoquinolin-7-yl)-3-(pyrrolidin-1-yl)propanamide ClC=1C=C(C=CC1F)NC1=NC=CC2=CC(=C(C=C12)NC(CCN1CCCC1)=O)OC